O1CCCCC=C1 2,3,4,5-tetrahydro-[1H]oxepin